[C@H]12CN(C[C@H](CC1)N2)C2=NC(=NC1=CC(=CC=C21)C2=CC(=CC1=CC=CC=C21)[N+](=O)[O-])OC[C@H]2N(CCC2)C 4-((1R,5S)-3,8-diazabicyclo[3.2.1]octan-3-yl)-2-(((S)-1-methylpyrrolidin-2-yl)methoxy)-7-(3-nitronaphthalen-1-yl)quinazoline